C(C1=CC=CC=C1)OC(=O)N1[C@H]([C@H](C[C@H]1C(F)F)NCC1=CC=C(C=C1)OC)CO[Si](C)(C)C(C)(C)C (2R,3S,5S)-2-(((tert-butyldimethylsilyl)oxy)methyl)-5-(difluoromethyl)-3-((4-Methoxybenzyl)amino)pyrrolidine-1-carboxylic acid benzyl ester